C1(CC1)C1=C(C(=NO1)C1=C(C=CC=C1)OC(F)(F)F)COC1=CC=C2C(=N1)C1(CC1)CC1=C(O2)C=C(C=C1)C(=O)OC methyl 2-((5-cyclopropyl-3-(2-(trifluoromethoxy)phenyl)isoxazol-4-yl)methoxy)-10H-spiro[benzo[6,7]oxepino[3,2-b]pyridine-11,1'-cyclopropane]-7-carboxylate